N1(C=NC=C1)C1=NC(=CC(=N1)C(=O)O)C(F)(F)F (1H-imidazol-1-yl)-6-(trifluoromethyl)pyrimidine-4-carboxylic acid